1-(4-([1,1'-biphenyl]-4-ylmethyl)phenyl)-5-methyl-1H-pyrazole-3-carboxamide C1(=CC=C(C=C1)CC1=CC=C(C=C1)N1N=C(C=C1C)C(=O)N)C1=CC=CC=C1